ClS(=O)(=O)NCCNC(OCCCC)=O butyl N-[2-(chlorosulfonylamino)ethyl]carbamate